2-((1H-pyrazol-5-yl)methyl)-5-methyl-7-((6-methylpyridin-2-yl)methyl)-5,7-dihydro-1H-pyrrolo[2,3-d:4,5-d']dipyridazine-1,6(2H)-dione N1N=CC=C1CN1N=CC2=C(C1=O)C=1C=NN(C(C1N2C)=O)CC2=NC(=CC=C2)C